NC=1C(=C(C=CC1F)NC(OC(C)(C)C)=O)F tert-butyl N-(3-amino-2,4-difluorophenyl)carbamate